N1=C(C=CC=C1)C1=NC=CC=C1C1=NC=CC=C1.[Fe] iron terpyridine